7'-bromo-2'H-spiro[cyclopropane-1,3'-thieno[2,3-f][1,4]thiazepin]-5'(4'H)-one 1',1'-dioxide BrC1=CC2=C(C(NC3(CS2(=O)=O)CC3)=O)S1